COC1=CC2=C([Se]C(=C2)C(CC(C(=O)N)C)=O)C=C1OC 4-(5,6-dimethoxybenzo[b]selenophen-2-yl)-2-methyl-4-oxo-butanamide